6-(3-(3-isopropyl-2-(8-methoxy-[1,2,4]triazolo[1,5-a]pyridin-6-yl)-1H-pyrrolo[2,3-c]pyridin-5-yl)cyclopentyl)-2-oxa-6-azaspiro[3.3]heptane C(C)(C)C1=C(NC2=CN=C(C=C21)C2CC(CC2)N2CC1(COC1)C2)C=2C=C(C=1N(C2)N=CN1)OC